(dibenzothiophenylphenyl)(terphenyl) C1(=CC=CC=2SC3=C(C21)C=CC=C3)C3=C(C=CC=C3)C3=C(C=CC=C3)C=3C(=CC=CC3)C3=CC=CC=C3